COC(CCN1N=C(CC1=O)CN(C(OC(C)(C)C)=O)C)(C)C tert-Butyl {[1-(3-methoxy-3-methylbutyl)-5-oxo-4,5-dihydro-1H-pyrazol-3-yl]methyl}methylcarbamate